1-[[1-(2,2,2-trifluoroethyl)triazol-4-yl]methyl]pyrazol-4-amine FC(CN1N=NC(=C1)CN1N=CC(=C1)N)(F)F